tert-butyl N-[[7-[5-(1-cyano-5-methyl-2-naphthyl)-1-methyl-pyrazol-4-yl]-4-oxo-3H-phthalazin-1-yl]methyl]carbamate C(#N)C1=C(C=CC2=C(C=CC=C12)C)C1=C(C=NN1C)C1=CC=C2C(NN=C(C2=C1)CNC(OC(C)(C)C)=O)=O